tert-butyl 2-(3-bromopyridin-4-yl)-3-[(3-chloro-2-methoxyphenyl)amino]-4-oxo-1H,6H,7H-pyrrolo[3,2-c]pyridine-5-carboxylate BrC=1C=NC=CC1C1=C(C=2C(N(CCC2N1)C(=O)OC(C)(C)C)=O)NC1=C(C(=CC=C1)Cl)OC